CC(C)C(CC(CCC(CC)C)C)C 2,3,5,8-tetramethyl-Decane